2-(1-(3-METHYLBENZYL)PIPERIDIN-4-YL)BENZO[D]THIAZOLE CC=1C=C(CN2CCC(CC2)C=2SC3=C(N2)C=CC=C3)C=CC1